ClC=1C=C(C=C(C1)Cl)C1=C(N=C2N1N=CC(=C2N2CCOCC2)C(=O)N[C@H]2CCOC1=C2C=CC=C1)C(F)(F)F 3-(3,5-dichlorophenyl)-N-[(4S)-3,4-dihydro-2H-1-benzopyran-4-yl]-8-(morpholin-4-yl)-2-(trifluoromethyl)imidazo[1,2-b]pyridazine-7-carboxamide